2-[4-(4-chlorophenyl)-5-(pyridin-4-yl)-1H-imidazol-1-yl]-1-{2,6-diazaspiro[3.4]oct-6-yl}ethan-1-one ClC1=CC=C(C=C1)C=1N=CN(C1C1=CC=NC=C1)CC(=O)N1CC2(CNC2)CC1